5-(2-amino-[1,2,4]triazolo[1,5-a]pyridin-7-yl)-2-methoxy-6-methyl-N-(2-((tetrahydrofuran-3-yl)oxy)benzyl)nicotinamide NC1=NN2C(C=C(C=C2)C=2C(=NC(=C(C(=O)NCC3=C(C=CC=C3)OC3COCC3)C2)OC)C)=N1